FC=1C=C(C=CC1)C1=CC(=NN1C1=NC=CC=C1F)O 5-(3-fluorophenyl)-1-(3-fluoropyridin-2-yl)-1H-pyrazol-3-ol